ClC=1C=NC(=NC1)OC=1C=CC=C2C(=NN(C12)CCCC(F)(F)F)C(F)(F)F 7-[(5-Chloropyrimidine-2-yl)oxy]-1-(4,4,4-trifluorobutyl)-3-(trifluoromethyl)-1H-indazole